2-(3-chloropyrazin-2-yl)malononitrile ClC=1C(=NC=CN1)C(C#N)C#N